N-(4-chlorobenzyl)-N-methyl-5,6-diphenylpyrazin-2-amine ClC1=CC=C(CN(C2=NC(=C(N=C2)C2=CC=CC=C2)C2=CC=CC=C2)C)C=C1